C(=O)(O)COCCN(CCOC(C(=O)O)CC(=O)O)CC(=O)O 2-(2-((2-(carboxymethoxy)ethyl)(carboxymethyl)amino)ethoxy)succinic acid